CCCCCCCS n-Heptanthiol